(R and S)-5-(5-chloro-2H-[1,2,3]triazolo[4,5-b]pyridin-2-yl)piperidin-2-one ClC=1C=CC=2C(N1)=NN(N2)[C@@H]2CCC(NC2)=O |r|